(5aR,14aR)-N-[(2,4-Difluorophenyl)methyl]-11-hydroxy-10,12-dioxo-1,2,3,4,5a,6,10,12,14,14a-decahydropyrido[1,2-a]pyrido[1',2':3,4]imidazo[1,2-d]pyrazine-9-carboxamide FC1=C(C=CC(=C1)F)CNC(=O)C=1C(C(=C2N(C[C@H]3N(C2=O)C[C@@H]2N3CCCC2)C1)O)=O